tert-Butyl (R)-2-amino-3-(5-bromobenzo[d]thiazol-2-yl)-7-methyl-4,7-dihydrothieno[2,3-c]pyridine-6(5H)-carboxylate NC1=C(C2=C([C@H](N(CC2)C(=O)OC(C)(C)C)C)S1)C=1SC2=C(N1)C=C(C=C2)Br